3-(2-{[(3S)-1-(5-aminopentyl)hexahydropyridin-3-yl]amino}-5-(trifluoromethyl)pyrimidin-4-yl)-1H-indole-6-carboxylic acid NCCCCCN1C[C@H](CCC1)NC1=NC=C(C(=N1)C1=CNC2=CC(=CC=C12)C(=O)O)C(F)(F)F